bis-(2,4,6-trimethylbenzoyl)-2,5-dimethylphenylphosphine oxide CC1=C(C(=O)P(C2=C(C=CC(=C2)C)C)(C(C2=C(C=C(C=C2C)C)C)=O)=O)C(=CC(=C1)C)C